O(C1=CC=CC=C1)C1=CC=C(C=C1)C1=C2CNC(C2=CC(=C1)C1CCNCC1)=O 4-(4-phenoxyphenyl)-6-(piperidin-4-yl)isoindolin-1-one